C(=CCC)C=COF perfluoro butenyl-vinyl ether